ClC=1C=C(OC2(CCC3([C@H](CC4=CC=CC=C34)C[C@H](COCC3=CC=C(C=C3)OC)C)CC2)C(=O)O)C=CC1 (2'S)-4-(3-chlorophenoxy)-2'-{(2R)-3-[(4-methoxyphenyl)methoxy]-2-methylpropyl}-2',3'-dihydrospiro[cyclohexane-1,1'-indene]-4-carboxylic acid